FC(C(C)N1N=CC(=C1)C(=O)N)(F)F 1-(2,2,2-trifluoro-1-methyl-ethyl)pyrazole-4-carboxamide